ClC1=C2C(N(C(NC2=C(C=C1)S(=O)(=O)C1=CC(=C2C=NN(C2=C1)C1CC(C1)F)F)=O)O)=O 5-chloro-8-((4-fluoro-1-((1r,3r)-3-fluorocyclobutyl)-1H-indazol-6-yl)sulfonyl)-3-hydroxyquinazoline-2,4(1H,3H)-dione